C(N)(OCCC(C1(COC(OC1)=O)C)C(C)(C)C)=O tert-butyl-(3-(5-methyl-2-oxo-1,3-dioxan-5-yl) propyl) carbamate